Cl.C(C1=CC=CC=C1)OC(C(C)(C)N)=O 2-aminoisobutyric acid benzyl ester hydrochloride